FC1=C(C(=CC=C1)F)N1N=C(C2=CC=CC=C2C1=O)C=1C=C(C=CC1)S(=O)(=O)NCC 3-(3-(2,6-difluorophenyl)-4-oxo-3,4-dihydro-phthalazin-1-yl)-N-ethyl-benzenesulfonamide